[Si](C)(C)(C(C)(C)C)OC(CN1C(=NC(=C1C1=CC=CC=C1)Cl)COCC)(C)C 1-{2-[(tert-butyldimethylsilyl)oxy]-2-methylpropyl}-4-chloro-2-(ethoxymethyl)-5-phenyl-1H-imidazole